C(N)(=O)C=1C=C(C=CC1F)NC(C1=C(C(=CC=C1OC1=C(C=C(C=C1)OC(F)(F)F)OC([2H])([2H])[2H])OC(F)(F)F)F)=O N-(3-carbamoyl-4-fluoro-phenyl)-2-fluoro-6-[2-(trideuteriomethoxy)-4-(trifluoromethoxy)phenoxy]-3-(trifluoromethoxy)benzamide